FS(C=1C=C(OC2CC(C2)NC(OC(C)(C)C)=O)C=CC1)(F)(F)(F)F tert-butyl ((1r,3r)-3-(3-(pentafluoro-λ6-sulfaneyl)phenoxy)cyclobutyl)carbamate